ClC=1C=C(C(=O)NC2CN(CCC2)C=2N=NC(=CC2)C2=C(C=CC=C2)OC)C=CC1Cl 3,4-dichloro-N-(1-(6-(2-methoxyphenyl)pyridazin-3-yl)piperidin-3-yl)benzamide